N-methoxy-N,1-dimethylcyclopropane-1-amide CON(C(=O)C1(CC1)C)C